5-(1-methyl-1H-pyrazol-4-yl)-N-{1-methyl-3-(pyridin-2-yl)-1H-pyrazol-4-yl}furan-2-carboxamide, formate salt C(=O)O.CN1N=CC(=C1)C1=CC=C(O1)C(=O)NC=1C(=NN(C1)C)C1=NC=CC=C1